trichlorochromium Cl[Cr](Cl)Cl